5-chloro-3-({3-[(2S)-2-(4-chlorophenyl)-2-hydroxyethyl]-1,2,4-oxadiazol-5-yl}methyl)-1H-pyrimidine-2,4-dione ClC=1C(N(C(NC1)=O)CC1=NC(=NO1)C[C@H](O)C1=CC=C(C=C1)Cl)=O